(RS)-[2-[4-(3-ethoxy-2-hydroxypropoxy)-phenylcarbamoyl]ethyl]dimethyl-sulfonium p-toluenesulfonate CC1=CC=C(C=C1)S(=O)(=O)[O-].C(C)OC[C@H](COC1=CC=C(C=C1)NC(=O)CC[S+](C)C)O |r|